Methoxy-6-methyl-(4,4'-bipyridine)-3-carboxamide COC1=NC(=CC(=C1C(=O)N)C1=CC=NC=C1)C